C(N)(=O)C=1C=CC=2C=3C(C(N(C2C1)CCCNC(CCN(C(OC(C)(C)C)=O)CC1=CC(=C(C=C1)OC(F)(F)F)Cl)=O)=O)=NN(C3)C3OCCCC3 Tert-butyl (3-((3-(7-carbamoyl-4-oxo-2-(tetrahydro-2H-pyran-2-yl)-2H-pyrazolo[3,4-c]quinolin-5(4H)-yl)propyl)amino)-3-oxopropyl)(3-chloro-4-(trifluoromethoxy)benzyl)carbamate